FC(C1=NC(=NO1)C1=CC=C(C=C1)CN1C=C(C2=CC=CC=C12)C(C)=O)(F)F 1-[1-[[4-[5-(trifluoromethyl)-1,2,4-oxadiazol-3-yl]phenyl]methyl]indol-3-yl]ethanone